tert-butoxybis(2,6-di-tert-butyl-4-methylphenoxy)aluminum C(C)(C)(C)O[Al](OC1=C(C=C(C=C1C(C)(C)C)C)C(C)(C)C)OC1=C(C=C(C=C1C(C)(C)C)C)C(C)(C)C